2-((dimethylamino)methyl)-N-(3-methoxybenzyl)-N-(quinolin-7-ylmethyl)pyridin-4-amine CN(C)CC1=NC=CC(=C1)N(CC1=CC=C2C=CC=NC2=C1)CC1=CC(=CC=C1)OC